2-amino-3-methoxy-4-[3-(4-morpholinyl)propoxy]-benzonitrile NC1=C(C#N)C=CC(=C1OC)OCCCN1CCOCC1